4-amino-N,3-dimethyl-N-((3S)-6-(pentafluoro-lambda~6~-sulfanyl)-2,3-dihydro-1-benzofuran-3-yl)-3H-pyrazolo[3,4-c][1,7]naphthyridine-8-carboxamide NC1=NC=2C=NC(=CC2C2=C1N(N=C2)C)C(=O)N([C@@H]2COC1=C2C=CC(=C1)S(F)(F)(F)(F)F)C